3-(cyclopropyl(4,4,5,5-tetramethyl-1,3,2-dioxaborolan-2-yl)methyl)-3-(thiophen-3-yl)cyclobutan-1-one C1(CC1)C(C1(CC(C1)=O)C1=CSC=C1)B1OC(C(O1)(C)C)(C)C